CN1C[C@@H](CC1)C1=NC=2C(=NC=CC2C2CCN(CC2)C(=O)OC(C)(C)C)N1 |r| (rac)-tert-butyl 4-[2-(1-methylpyrrolidin-3-yl)-3H-imidazo[4,5-b]pyridin-7-yl]piperidine-1-carboxylate